N-((8-(4-(trifluoromethyl)phenyl)-1,2,3,4-tetrahydroisoquinolin-6-yl)methyl)acetamide FC(C1=CC=C(C=C1)C=1C=C(C=C2CCNCC12)CNC(C)=O)(F)F